C(C#C)NC1=NC=C(C(=C1)OC)[Si](F)(C(C)(C)C)C(C)(C)C N-2-propynyl-{5-[di(tert-butyl)(fluoro)silyl]-4-methoxy-2-pyridinyl}amine